(S)-4-(2-amino-3-(4-(4-(4-methoxycyclohexyl)-2-oxopiperazin-1-yl)phenyl)propanamido)-1H-indole N[C@H](C(=O)NC1=C2C=CNC2=CC=C1)CC1=CC=C(C=C1)N1C(CN(CC1)C1CCC(CC1)OC)=O